C(C)N=C=NCCCN(CC)CC N-ethyl-N'-(3-diethylaminopropyl)carbodiimide